(2Z,4E,6E,8E)-9-(3-(1H-imidazol-1-yl)-2,6,6-trimethylcyclohex-1-en-1-yl)-N-(3-cyanobenzyl)-3,7-dimethylnona-2,4,6,8-tetraenamide N1(C=NC=C1)C1C(=C(C(CC1)(C)C)/C=C/C(=C/C=C/C(=C\C(=O)NCC1=CC(=CC=C1)C#N)/C)/C)C